[Pd].C1(=C(C=CC=C1)P(C1=C(C=CC=C1)C)C1=C(C=CC=C1)C)C.C1(=C(C=CC=C1)P(C1=C(C=CC=C1)C)C1=C(C=CC=C1)C)C bis[tri(2-tolyl)phosphine] palladium